2-(6-amino-5-((1R,5S)-8-(4-(piperidin-4-yl)pyrimidin-2-yl)-3,8-diazabicyclo[3.2.1]octan-3-yl)pyridazin-3-yl)-4-fluorophenol NC1=C(C=C(N=N1)C1=C(C=CC(=C1)F)O)N1C[C@H]2CC[C@@H](C1)N2C2=NC=CC(=N2)C2CCNCC2